2-Methyl-4'-(methylthio)-2-morpholino-propiophenon CC(C(=O)C1=CC=C(C=C1)SC)(C)N1CCOCC1